C(C)(=O)C1=C(C2=C(N=C(N=C2)NC2=NC=C(C=C2)N2CCNCC2)N(C1=O)C1CCCC1)C 6-acetyl-8-cyclopentyl-5-methyl-2-[(5-piperazin-1-yl-2-pyridinyl)amino]-pyrido[2,3-d]pyrimidin-7-one